(s)-1-(1-(1-((3,3-Difluoropiperidin-4-yl)methyl)piperidin-4-yl)-2-methyl-1H-indol-4-yl)dihydropyrimidine-2,4(1H,3H)-dione FC1(CNCC[C@H]1CN1CCC(CC1)N1C(=CC2=C(C=CC=C12)N1C(NC(CC1)=O)=O)C)F